(3,4-Dimethoxyphenyl)-[4-(2-phenylethyl)-1,4-diazepan-1-yl]methanone COC=1C=C(C=CC1OC)C(=O)N1CCN(CCC1)CCC1=CC=CC=C1